CN1CCN(CC1)C1=CC=C(C=N1)N1C2=C(OC3=C(C1)C=CC=C3)C(C=3C=CC=CC3C2=O)=O 12-(6-(4-methylpiperazin-1-yl)pyridin-3-yl)-12,13-dihydrobenzo[f]naphtho[2,3-b][1,4]oxazepine-6,11-dione